3-(2-(allyl (methyl) amino) ethyl)-1H-indol-4-yl phosphate P(=O)(OC1=C2C(=CNC2=CC=C1)CCN(C)CC=C)([O-])[O-]